ClC1=C(C=C(C(=C1)F)OC)C1=CC=2NC(N(C(C2S1)=O)C1=C2C(=CN=C1)SC(=C2C)C(=O)OCC)=O Ethyl 4-(6-(2-chloro-4-fluoro-5-methoxyphenyl)-2,4-dioxo-1,4-dihydrothieno[3,2-d]pyrimidin-3(2H)-yl)-3-methylthieno[2,3-c]pyridine-2-carboxylate